2-((S)-1-(4-((2R,4s,6S)-2-cyano-7-((5-methoxy-7-methyl-1H-indol-4-yl)methyl)-7-azaspiro[3.5]nonan-6-yl)benzoyl)pyrrolidin-2-yl)acetic acid C(#N)C1CC2(C1)C[C@H](N(CC2)CC2=C1C=CNC1=C(C=C2OC)C)C2=CC=C(C(=O)N1[C@@H](CCC1)CC(=O)O)C=C2